[Cu].SC1=C(C(=C(C(=C1S)S)S)S)S hexamercaptobenzene copper